3,4-dichlorobenzyl azide ClC=1C=C(CN=[N+]=[N-])C=CC1Cl